N-[1-(2,3-Dihydro-1,4-benzodioxin-6-yl)-2-methylpropyl]thieno[3,2-d]pyrimidin-4-amine O1CCOC2=C1C=CC(=C2)C(C(C)C)NC=2C1=C(N=CN2)C=CS1